(E)-1,1'-binaphthyl-2,2'-diamine C=1(C(=CC=C2C=CC=CC12)N)C=1C(=CC=C2C=CC=CC12)N